OCC1C(NC(C1)(C)C)=O 3-hydroxymethyl-5,5-dimethyl-pyrrolidin-2-one